IC1=CC(=CC=2C=C(OC21)C)C=O 7-Iodo-2-methylbenzofuran-5-carbaldehyde